(2r,4r)-1-[(3-chloro-2-fluoro-phenyl)methyl]-4-[[3-fluoro-6-[(5-methyl-1H-pyrazol-3-yl)amino]-2-pyridinyl]methyl]-2-methylpiperidine-4-carboxylic acid ClC=1C(=C(C=CC1)CN1[C@@H](C[C@@](CC1)(C(=O)O)CC1=NC(=CC=C1F)NC1=NNC(=C1)C)C)F